C(C=C)(=O)OC(OC(C=C)=O)CCN=C=O (bisacryloyloxymethyl)ethylisocyanate